tert-butyl (S)-4-(2-(4-(5-chloro-2-(2-fluoroacetyl)phenyl)-3-methoxy-6-oxopyridazine-1(6H)-yl)-3-phenylpropanamido)benzoate ClC=1C=CC(=C(C1)C=1C(=NN(C(C1)=O)[C@H](C(=O)NC1=CC=C(C(=O)OC(C)(C)C)C=C1)CC1=CC=CC=C1)OC)C(CF)=O